3,5-dihydroxycinnamic acid OC=1C=C(C=CC(=O)O)C=C(C1)O